CC1=C(C=C(C=C1)NC(CN1C[C@H](CCC1)C(F)(F)F)=O)NC1=NC=CC=C1C1=C2N=CN(C2=NC=N1)C1OCCCC1 N-(4-methyl-3-((3-(9-(tetrahydro-2H-pyran-2-yl)-9H-purin-6-yl)pyridin-2-yl)amino)phenyl)-2-((S)-3-(trifluoromethyl)piperidin-1-yl)acetamide